CNC(C(=CC1=CC=C(C=C1)[N+](=O)[O-])NC(=O)NC1=CC=C(C=C1)OC1=CC=CC=C1)=O (R)-N-methyl-3-(4-nitrophenyl)-2-(3-(4-phenoxyphenyl)ureido)acrylamide